p-cyano-N,N-dimethylaniline CN(C)C1=CC=C(C=C1)C#N